3-((1-methyl-4-nitro-1H-pyrazol-3-yl)oxy)azetidine-1-carboxylic acid tert-butyl ester C(C)(C)(C)OC(=O)N1CC(C1)OC1=NN(C=C1[N+](=O)[O-])C